[N+](=O)([O-])C=1N=NC(N1)=O 3-Nitro-1,2,4-triazole-5-one